C(C)O[C@@H]1C[C@H](N(CC1)CC1=C2C=CNC2=C(C=C1OC)C)C1=CC=C(C(=O)N[C@@H](CCC(=O)O)C(=O)O)C=C1 (4-((2S,4S)-4-ethoxy-1-((5-methoxy-7-methyl-1H-indol-4-yl)methyl)piperidin-2-yl)benzoyl)glutamic acid